CC1=C(C=C(C=C1)NC(C1=NC=CC(=C1)C(F)(F)F)=O)C1=CC2=C(N=C(N=C2)NC2=NC=CC=C2)N2C1=NCC2 N-(4-methyl-3-(2-(pyridin-2-ylamino)-8,9-dihydroimidazo[1',2':1,6]pyrido[2,3-d]pyrimidin-6-yl)phenyl)-4-(trifluoromethyl)picolinamide